(2-amino-2-(2-(benzyloxy)-5-fluorophenyl)cyclopropyl)ethan-1-ol NC1(C(C1)C(C)O)C1=C(C=CC(=C1)F)OCC1=CC=CC=C1